(racemic)-4-(3-chloro-4-(9-(5-fluoro-2-methoxybenzyl)-6-(1-methylcyclopropoxy)-9H-purin-8-yl)phenoxy)-2-methylbutanoic acid ClC=1C=C(OCC[C@H](C(=O)O)C)C=CC1C=1N(C2=NC=NC(=C2N1)OC1(CC1)C)CC1=C(C=CC(=C1)F)OC |r|